C12C(CC(C=C1)C2)[Si](OC)(OC)OC(C)(C)C bicyclo[2.2.1]hept-5-en-2-yl(tert-butoxy)dimethoxysilane